(R)-β-amino-4-(3-trifluoromethylphenyl)-butyric acid N[C@@H](CC(=O)O)CC1=CC(=CC=C1)C(F)(F)F